ClC1=C(C(=C(C=C1)N1CCN(CC1)C1CCN(CC1)C1=NC=C(C=C1F)C=1C(=NC(=CC1)OCC1=CC=CC=C1)OCC1=CC=CC=C1)F)F 1-(4-chloro-2,3-difluoro-phenyl)-4-[1-[5-(2,6-dibenzyloxy-3-pyridyl)-3-fluoro-2-pyridyl]-4-piperidyl]piperazine